cyclopropan-amine C1(CC1)N